N[S@@](=NC(CC=1C(=C2COCC2=CC1C(C)C)C(C)C)=O)(=O)C1=CC(=CC=C1)C(C)(C)O (S)-N-(amino(3-(2-hydroxypropan-2-yl)phenyl)(oxo)-λ6-sulfaneylidene)-2-(4,6-diisopropyl-1,3-dihydroisobenzofuran-5-yl)acetamide